2-(5-methoxy-2-methyl-1H-indol-3-yl)acetamide tert-butyl-(R)-4-(2-(1-(4-bromophenyl)pyrrolidin-2-yl)phenyl)piperidine-1-carboxylate C(C)(C)(C)OC(=O)N1CCC(CC1)C1=C(C=CC=C1)[C@@H]1N(CCC1)C1=CC=C(C=C1)Br.COC=1C=C2C(=C(NC2=CC1)C)CC(=O)N